C(C)N(S(=O)(=O)NC1=CC=C(C=C1)C1=C2C(=NC(=C1)NC(=O)C1CC1)NC=C2)C N-(4-(4-((N-ethyl-N-methylsulfamoyl)amino)phenyl)-1H-pyrrolo[2,3-b]pyridin-6-yl)cyclopropylcarboxamide